ClC=1C=CC=C2C=CC=C(C12)C1=C(C=2N=C(N=C(C2C=N1)N[C@H]1CNCCC1)OC[C@]12CCCN2C[C@@H](C1)F)F 7-(8-chloronaphthalen-1-yl)-8-fluoro-2-(((2R,7aS)-2-fluorotetrahydro-1H-pyrrolizin-7a(5H)-yl)methoxy)-N-((R)-piperidin-3-yl)pyrido[4,3-d]pyrimidin-4-amine